(R)-N-(2-hydroxy-1-(4-(trifluoromethoxy)phenyl)ethyl)-2-(4-oxobenzo[d][1,2,3]triazin-3(4H)-yl)acetamide OC[C@@H](C1=CC=C(C=C1)OC(F)(F)F)NC(CN1N=NC2=C(C1=O)C=CC=C2)=O